C(C)(C)(C)OC(=O)N1CC(C(CC1)NC1=CC=CC2=C1SC(=C2CC(F)(F)F)C#CCNC2=CC=C(C=C2)S(N)(=O)=O)F tert-butyl-3-fluoro-4-((2-(3-((4-sulfamoylphenyl)amino)prop-1-yn-1-yl)-3-(2,2,2-trifluoroethyl)benzo[b]thiophen-7-yl)amino)piperidine-1-carboxylate